O1[C@]2(C1)C[C@@]1(C[C@@H]1CC2)CN2C=NC1=C2C=C(C=C1)C#N (((1R,3S,6S)-spiro[bicyclo[4.1.0]heptane-3,2'-oxiran]-1-yl)methyl)-1H-benzo[d]imidazole-6-carbonitrile